2,4-bis(adamantan-1-yl)-6-chlorophenol C12(CC3CC(CC(C1)C3)C2)C2=C(C(=CC(=C2)C23CC1CC(CC(C2)C1)C3)Cl)O